6-methyltetrahydro-2H-pyran-3-yl (S)-2-(((R)-2-(benzyloxy)propanoyl)oxy)propanoate C(C1=CC=CC=C1)O[C@@H](C(=O)O[C@H](C(=O)OC1COC(CC1)C)C)C